N-(3-(3-chloro-4-((1S,2S)-2-(5-chloropyridin-3-yl)cyclopropyl)-5',6-dimethyl-2-oxo-2H-[1,4'-bipyridin]-2'-yl)phenyl)-1-methylcyclopropane-1-carboxamide ClC=1C(N(C(=CC1[C@@H]1[C@H](C1)C=1C=NC=C(C1)Cl)C)C1=CC(=NC=C1C)C=1C=C(C=CC1)NC(=O)C1(CC1)C)=O